N-((3-nitro-4-(((2-oxopiperidin-4-yl)methyl)amino)phenyl)sulfonyl)nicotinamide [N+](=O)([O-])C=1C=C(C=CC1NCC1CC(NCC1)=O)S(=O)(=O)NC(C1=CN=CC=C1)=O